Calcium {7-[4-(4-(benzo[b]thiophen-4-yl)piperazin-1-yl)butoxy]-2-oxo-3,4-dihydro-2H-quinolin-1-yl}methyl phosphate P(=O)(OCN1C(CCC2=CC=C(C=C12)OCCCCN1CCN(CC1)C1=CC=CC=2SC=CC21)=O)([O-])[O-].[Ca+2]